3-((4-fluoro-3-(4-((1-((3-(4-{trifluoromethoxy}phenyl)-1H-indol-5-yl)methyl)piperidin-4-yl)methyl)piperazin-1-yl)phenyl)amino)piperidine-2,6-dione FC1=C(C=C(C=C1)NC1C(NC(CC1)=O)=O)N1CCN(CC1)CC1CCN(CC1)CC=1C=C2C(=CNC2=CC1)C1=CC=C(C=C1)OC(F)(F)F